Tetrapropylene Glycol Monomethyl Ether Acetate C(C)(=O)OCC(OCC(OCC(OCC(C)OC)C)C)C